7-(2-((3-cyclopropyl-1-(1-methylpiperidin-4-yl)-1H-pyrazol-4-yl)amino)-5-(trifluoromethyl)pyrimidin-4-yl)-3,4-dihydrothieno[2,3-f][1,4]thiazepin-5(2H)-one 1,1-dioxide C1(CC1)C1=NN(C=C1NC1=NC=C(C(=N1)C1=CC2=C(C(NCCS2(=O)=O)=O)S1)C(F)(F)F)C1CCN(CC1)C